N-[1-[5-fluoro-2-[[1-(3-hydroxypropyl)pyrazol-4-yl]amino]pyrimidin-4-yl]-3-methyl-indol-5-yl]prop-2-enamide FC=1C(=NC(=NC1)NC=1C=NN(C1)CCCO)N1C=C(C2=CC(=CC=C12)NC(C=C)=O)C